FC=1C(=C(C=CC1F)[C@H]1[C@@H](S[C@](C1)(C(F)(F)F)C)C(=O)N)OC (2R,3S,5R)-3-(3,4-difluoro-2-methoxyphenyl)-5-methyl-5-(trifluoromethyl)tetrahydrothiophene-2-amide